2-[[2-chloro-4-[[3-fluoro-4-[1-methyl-4-(trifluoromethyl)imidazol-2-yl]phenyl]methoxy]pyrrolo[3,2-d]pyrimidin-5-yl]methoxy]ethyl-trimethyl-silane ClC=1N=C(C2=C(N1)C=CN2COCC[Si](C)(C)C)OCC2=CC(=C(C=C2)C=2N(C=C(N2)C(F)(F)F)C)F